FC(CN1C(=NC=2C1=NC(=CC2)C2=CNC=1N=C(N=C(C12)OC)N[C@@H]1CC[C@@H](CC1)OC(F)(F)F)C)F 5-(3-(2,2-difluoroethyl)-2-methyl-3H-imidazo[4,5-b]pyridin-5-yl)-4-methoxy-N-(cis-4-(trifluoromethoxy)cyclohexyl)-7H-pyrrolo[2,3-d]pyrimidin-2-amine